C1=C(C=CC2=CC=CC=C12)C1=CC(=CC2=C1N=C(O2)C2=CC=C(C=C2)C2=CC=C(C=C2)C=2C=NC1=CC=CC=C1C2)C2=CC1=CC=CC=C1C=C2 4,6-di(naphthalen-2-yl)-2-{4'-(quinolin-3-yl)[1,1'-biphenyl]-4-yl}-benzoxazole